OC(CCOCCOCCN1N=NC(=C1)COC1=C(C(=CC=C1)OCC=1N=NN(C1)CCOCCOCCC(O)=O)C=1C2=CC=C(N2)C=C2C=CC(C(=C3C=CC(=CC=4C=CC1N4)N3)C3=CC=C(C=C3)C#C)=N2)=O 5-(2,6-Bis[1-(1-(9-hydroxy-9-oxo-3,6-dioxanonyl)-1H-1,2,3-triazol-4-yl)methoxy]phenyl)-15-(4-ethynylphenyl)porphyrin